BrC=1C=CC2=C(CCC(O2)C(=O)N2C[C@@]3(CC2)C=C(C(C(C3)(C)C)=O)C#N)C1 (5S)-2-(6-bromo-3,4-dihydro-2H-1-benzopyran-2-carbonyl)-9,9-dimethyl-8-oxo-2-azaspiro[4.5]dec-6-ene-7-carbonitrile